C(C=CC)[P] crotyl-phosphorus